CC1=CC=C(C=C1)S(=O)(=O)O.C1NCC2=C1CN(C2)C(=O)OC(C)(C)C tert-butyl 2,3,4,6-tetrahydro-1H-pyrrolo[3,4-c]pyrrole-5-carboxylate p-toluenesulfonate